2-(8-methyldodecyl)-1,3-dioxane CC(CCCCCCCC1OCCCO1)CCCC